1-(2,6-dimethylpiperidino)-1,4-disilabutane CC1N(C(CCC1)C)[SiH2]CC[SiH3]